n-butyl-trin-butoxysilane C(CCC)[Si](OCCCC)(OCCCC)OCCCC